FC=1C(=CC(=NC1)OC)C1=CC(=NN1)C(=O)N1[C@H](C[C@H]([C@@H](C1)C)C(=O)NC1CCC(CC1)(C(F)(F)F)O)C (2S,4R,5S)-1-(5-(5-fluoro-2-methoxypyridin-4-yl)-1H-pyrazole-3-carbonyl)-N-((1r,4R)-4-hydroxy-4-(trifluoromethyl)cyclohexyl)-2,5-dimethylpiperidine-4-carboxamide